FC1=CC=C(C=C1)C1=NN(C(C=C1)=O)CC(=O)NC(CC)CC 2-(3-(4-fluorophenyl)-6-oxopyridazin-1(6H)-yl)-N-(pentan-3-yl)acetamide